C(C1=CC=CC=C1)N1CCC2(CC1)NC(CC1=CC=CC=C12)=O benzyl-2H-spiro[isoquinoline-1,4'-piperidine]-3(4H)-one